CC1=NC2=CC=CC=C2C(=C1)C(=O)OC Methyl 2-methylquinoline-4-carboxylate